tert-butyl 1-(6'-bromo-1',3'-dioxo-1'H-spiro[cyclopropane-1,4'-isoquinolin]-2'(3'H)-yl)cyclopropanecarboxylate BrC=1C=C2C3(C(N(C(C2=CC1)=O)C1(CC1)C(=O)OC(C)(C)C)=O)CC3